(4R)-4-amino-1-[4-[4-[6-chloro-4-[difluoro-(5-methylmorpholin-2-yl)methyl]-2-pyridyl]piperazin-1-yl]sulfonylphenyl]pyrrolidin-2-one N[C@@H]1CC(N(C1)C1=CC=C(C=C1)S(=O)(=O)N1CCN(CC1)C1=NC(=CC(=C1)C(C1CNC(CO1)C)(F)F)Cl)=O